C1(=CC=CC=C1)NC=1SC=C(N1)CN1CCCCC1 N2-phenyl-4-(piperidylmethyl)-1,3-thiazole-2-amine